(6S,12aS)-2-((E)-(4-dimethylaminophenyl)methyleneamino)-6-methyl-2,3,12,12a-tetrahydropyrazino[1',2':1,6]pyrido[3,4-b]indole-1,4(6H,7H)-dione CN(C1=CC=C(C=C1)\C=N\N1C([C@@H]2CC3=C(NC=4C=CC=CC34)[C@@H](N2C(C1)=O)C)=O)C